5-[(5-methoxypyridin-2-yl)methoxy]-2,3-dihydro-1,3-benzoxazole-2-thione COC=1C=CC(=NC1)COC=1C=CC2=C(NC(O2)=S)C1